FC1(CN(CC[C@H]1N1C(N(C=2C=NC=3C=CC(=CC3C21)C=2C=NC(=CC2)OC)C)=O)C)F |r| (R/S)-1-(3,3-difluoro-1-methylpiperidin-4-yl)-8-(6-methoxypyridin-3-yl)-3-methyl-1,3-dihydro-2H-imidazo[4,5-c]quinolin-2-one